C1(CC1)N1CCN(CC1)C1=CC=CC(=N1)S(=O)(=O)NC1=NC(=C(C=C1)C(F)(F)F)C1=C(C(=CC=C1)F)C 6-(4-cyclopropylpiperazin-1-yl)-N-(6-(3-fluoro-2-methylphenyl)-5-(trifluoromethyl)pyridin-2-yl)pyridine-2-sulfonamide